NC1=NC=C(C2=C1C(=C(N2C)C2=CC=C(C=C2)NC(C(=C)F)=O)C2=CC(=C(C(=O)NCC(F)(F)F)C=C2)OC)C#CCN2CCCC2 4-(4-amino-2-(4-(2-fluoroacryloylamino)phenyl)-1-methyl-7-(3-(pyrrolidin-1-yl)prop-1-yn-1-yl)-1H-pyrrolo[3,2-c]pyridin-3-yl)-2-methoxy-N-(2,2,2-trifluoroethyl)benzamide